1-(1-(5-Bromopyridin-2-yl)-2,2,2-trifluoroethyl)-3-((-)-pyrrolidin-3-yl)tetrahydropyrimidin BrC=1C=CC(=NC1)C(C(F)(F)F)N1CN(CCC1)C1CNCC1